ClC(COC(=O)N[C@@H](CC1=CN(C2=CC=CC=C12)C=O)C(=O)O)(Cl)Cl N-(2,2,2-trichloroethoxycarbonyl)-N1-formyltryptophan